COC1=CC=C(C(=O)NC=2SC=C(N2)C=2C(=NC=NC2)C)C=C1 4-methoxy-N-[4-(4-methylpyrimidin-5-yl)thiazol-2-yl]benzamide